[Cl-].C1(=C(C=C(C=C1)C)C)PC1=CC=CC=C1 (2,4-xylyl)phenylphosphine chloride